C12COCC2C1C1=NC=2C(=NC=CC2C2CCN(CC2)C(=O)C2=CC=C(C=C2)OC(F)(F)F)N1 [4-[2-(3-oxabicyclo[3.1.0]hexan-6-yl)-3H-imidazo[4,5-b]pyridin-7-yl]-1-piperidyl]-[4-(trifluoromethoxy)phenyl]methanone